N-(5-(3-chlorophenyl)-4-((2-fluorophenyl)amino)quinazolin-6-yl)-3-(1-methylpyrrolidin-2-yl)acrylamide ClC=1C=C(C=CC1)C1=C2C(=NC=NC2=CC=C1NC(C=CC1N(CCC1)C)=O)NC1=C(C=CC=C1)F